tert-butyl 4-(2-fluoro-3-nitrobenzyl)piperazine-1-carboxylate FC1=C(CN2CCN(CC2)C(=O)OC(C)(C)C)C=CC=C1[N+](=O)[O-]